C(C)(C)N1N=C(C(=C1C)O)C1=CC=C(C=C1)F 1-isopropyl-3-(4-fluorophenyl)-5-methyl-pyrazol-4-ol